C(CC)C=1NC2=C(N1)C=C(C=C2C)C2=NC1=C(N2C)C=CC=C1 2-n-propyl-4-methyl-6-(1-methyl-benzimidazol-2-yl)-benzimidazole